4-nitrophenyl ((1R,3S)-3-(3-(pyrazin-2-ylamino)-1H-pyrazol-5-yl) cyclopentyl) carbonate C(OC1=CC=C(C=C1)[N+](=O)[O-])(O[C@H]1C[C@H](CC1)C1=CC(=NN1)NC1=NC=CN=C1)=O